2-{[5-fluoro-3-(3-{4-[4-(oxetan-3-yl)(2,2,3,3,5,5,6,6-2H8)piperazine-1-carbonyl]phenyl}-1,2-oxazol-5-yl)-1H-indazol-6-yl]oxy}ethan-1-ol FC=1C=C2C(=NNC2=CC1OCCO)C1=CC(=NO1)C1=CC=C(C=C1)C(=O)N1C(C(N(C(C1([2H])[2H])([2H])[2H])C1COC1)([2H])[2H])([2H])[2H]